1-ethyl-N-[(1r,3s)-3-{[6-fluoro-2-(trifluoromethyl)quinolin-4-yl]amino}cyclohexyl]-3-(propan-2-yl)-1H-pyrazole-5-carboxamide C(C)N1N=C(C=C1C(=O)N[C@H]1C[C@H](CCC1)NC1=CC(=NC2=CC=C(C=C12)F)C(F)(F)F)C(C)C